1-(trifluoromethyl)-3H-furo[3,4-c]Pyridine-6-carboxamide FC(C1OCC=2C=NC(=CC21)C(=O)N)(F)F